ClC1=C(C=CC=C1)S(=O)(=O)NC=1N=NC(=CC1)C=1C=C2C=NC(=NC2=C(C1)CC)NC1CCC(CC1)N(C)C 2-chloro-N-(6-(2-(((1r,4r)-4-(dimethylamino)cyclohexyl)amino)-8-ethylquinazolin-6-yl)pyridazin-3-yl)benzenesulfonamide